tert-butyl (1R,2S)-2-[1-(tert-butoxycarbonyl)-3-[(3-ethoxy-5-methanesulfonylpyridin-2-yl)amino]indazol-6-yl]-5'-methoxy-2'-oxospiro[cyclopropane-1,3'-indole]-1'-carboxylate C(C)(C)(C)OC(=O)N1N=C(C2=CC=C(C=C12)[C@@H]1C[C@@]12C(N(C1=CC=C(C=C21)OC)C(=O)OC(C)(C)C)=O)NC2=NC=C(C=C2OCC)S(=O)(=O)C